(2R,3R,4S,5R,6R)-4-(4-(3,5-difluoro-4-methylphenyl)-1H-1,2,3-triazol-1-yl)-3,5-dihydroxy-6-(hydroxymethyl)tetrahydro-2H-pyran-2-carboxylic acid FC=1C=C(C=C(C1C)F)C=1N=NN(C1)[C@@H]1[C@H]([C@@H](O[C@@H]([C@@H]1O)CO)C(=O)O)O